9-hydroxy-12-[4-(methoxymethyl)phenyl]-4-thia-2,12-diazatricyclo[7.3.0.03,7]dodeca-1,3(7),5-trien-8-one OC12C(C=3C=CSC3N=C2N(CC1)C1=CC=C(C=C1)COC)=O